FC(C(=CC(=O)OCC)O)F ethyl 4,4-difluoro-3-hydroxybut-2-enoate